2,4,5-trihydroxypyrimidine OC1=NC=C(C(=N1)O)O